N-((S)-8,9-Difluoro-6-oxo-1,4,5,6-tetrahydro-2H-pyrano[3,4-c]isoquinolin-1-yl)-(2R)-hydroxy-N-methyl-2-phenylacetamide FC=1C(=CC=2C3=C(NC(C2C1)=O)COC[C@H]3N(C([C@@H](C3=CC=CC=C3)O)=O)C)F